N1NNCC1 Triazolan